C(C)C1=NC2=CC=C(C(=C2NC1=O)F)CN1CCN(CC1)C=1C=CC=NC1 5-[4-[(2-Ethyl-5-fluoro-3-oxo-4H-quinoxalin-6-yl)methyl]Piperazin-1-yl]Pyridine